BrC=1C(=CC(=NC1)Cl)NC(OC(C)(C)C)=O tert-butyl (5-bromo-2-chloropyridin-4-yl)carbamate